[4,4-difluoro-5-[4-[3-[[5-(5-methylpyrido[4,3-b]indol-7-yl)-2-pyridinyl]oxy]cyclobutoxy]-1-piperidinyl]pentoxy]-2-(2,6-dioxo-3-piperidinyl)isoindoline-1,3-dione FC(CCCOC1=C2C(N(C(C2=CC=C1)=O)C1C(NC(CC1)=O)=O)=O)(CN1CCC(CC1)OC1CC(C1)OC1=NC=C(C=C1)C=1C=CC=2C3=C(N(C2C1)C)C=CN=C3)F